Cl.N1(CCNCC1)C=1C=C2CCNCC2=CC1 6-piperazin-1-yl-3,4-dihydro-1H-isoquinoline hydrochloride